CN1N=CC2=CC=C(C=C12)C=1C2=C(NN1)C1=C(C2)SC(=C1)N1CCOCC1 4-(3-(1-methyl-1H-indazol-6-yl)-1,4-dihydrothieno[2',3':4,5]cyclopenta[1,2-c]pyrazol-6-yl)morpholine